1-(3,5-Diethoxycarbonylphenyl)-4-oxo-1,4-dihydropyridazine-3-carboxylic acid ethyl ester C(C)OC(=O)C1=NN(C=CC1=O)C1=CC(=CC(=C1)C(=O)OCC)C(=O)OCC